Benzyl (((3R,4S)-4-hydroxypyrrolidin-3-yl)methyl)(methyl)carbamate O[C@H]1[C@H](CNC1)CN(C(OCC1=CC=CC=C1)=O)C